1-cyclobutylpyrrolo[2,3-b]pyridin-5-amine C1(CCC1)N1C=CC=2C1=NC=C(C2)N